C1(=C(C(=CC(=C1)C)C)S(=O)[O-])C.[K+] potassium mesitylenesulfinate